C(C=C)(=O)N1CC(C1)N1C(N(C2=CC(=CC=C2C1)C1=CC(=CC2=CC=CC=C12)O)CCOCCOCCOCCNC(OC(C)(C)C)=O)=O tert-butyl (2-(2-(2-(2-(3-(1-acryloylazetidin-3-yl)-7-(3-hydroxynaphthalen-1-yl)-2-oxo-3,4-dihydroquinazolin-1(2H)-yl)ethoxy)ethoxy)ethoxy)ethyl)carbamate